chromium-copper-nickel alloyl-chromium C(C=C)(=O)[Cr].[Ni].[Cu].[Cr]